tert-butyl 4-(4-bromo-1H-indol-1-yl)piperidine-1-carboxylate BrC1=C2C=CN(C2=CC=C1)C1CCN(CC1)C(=O)OC(C)(C)C